1-FURAN-2-YL-1-TOSYLMETHYL ISOCYANIDE O1C(=CC=C1)C(S(=O)(=O)C1=CC=C(C)C=C1)[N+]#[C-]